tert-butyl-6-(3-fluoro-4-(6-methoxy-2-methyl-2H-indazole-5-carboxamido) phenyl)-2,6-diazaspiro[3.3]heptane-2-carboxylate C(C)(C)(C)OC(=O)N1CC2(C1)CN(C2)C2=CC(=C(C=C2)NC(=O)C2=CC1=CN(N=C1C=C2OC)C)F